4-(1-methyl-3-(4-((1-methyl-1H-imidazol-5-yl)ethynyl)phenyl)-1H-pyrazol-4-yl)pyridine CN1N=C(C(=C1)C1=CC=NC=C1)C1=CC=C(C=C1)C#CC1=CN=CN1C